C(C)(C)(C)OC(=O)N1CC2(CC2)C=2C1=NC=C(C2)B(O)O (1-tert-butoxycarbonylspiro[2H-pyrrolo[2,3-b]pyridine-3,1'-cyclopropane]-5-yl)boronic acid